C1(CC1)C1=C(C=O)C=CC=C1 2-CYCLOPROPYLBENZALDEHYDE